17-((acetyl-L-cysteinyl)oxy)-6,9-difluoro-11-hydroxy-10,13,16-trimethyl-3-oxo-6,7,8,9,10,11,12,13,14,15,16,17-dodecahydro-3H-cyclopenta[a]phenanthrene-17-carboxylate C(C)(=O)N[C@@H](CS)C(=O)OC1(C(CC2C3CC(C4=CC(C=CC4(C3(C(CC12C)O)F)C)=O)F)C)C(=O)[O-]